C(C)OC(CC(CCC=1N=NN(C1)C)C1=C2CCN(CC2=CC=C1)C(=O)OC(C)(C)C)=O 3-(2-Boc-1,2,3,4-tetrahydroisoquinolin-5-yl)-5-(1-methyl-1H-1,2,3-triazol-4-yl)pentanoic acid ethyl ester